COC(C1=CC(=C(C=C1)C(F)F)C=C)=O 4-(difluoromethyl)-3-vinylbenzoic acid methyl ester